ditridecyl pimelate C(CCCCCC(=O)OCCCCCCCCCCCCC)(=O)OCCCCCCCCCCCCC